ClC1=C(C=C(C=C1)F)[C@H]1C=2N(CC(N1)=O)C(=NC2NC(C2=CC(=CC(=C2)C(F)(F)F)F)=O)C(C)(C)O (S)-N-(8-(2-chloro-5-fluorophenyl)-3-(2-hydroxypropan-2-yl)-6-oxo-5,6,7,8-tetrahydroimidazo[1,5-a]pyrazin-1-yl)-3-fluoro-5-(trifluoromethyl)benzamide